(2S,4R)-N-((R)-1-(4-carbamimidoylthiophen-2-yl)-2-hydroxyethyl)-1-((9,9-difluoro-9H-fluorene-3-carbonyl)glycyl)-4-(methylsulfonyl)pyrrolidine-2-carboxamide C(N)(=N)C=1C=C(SC1)[C@@H](CO)NC(=O)[C@H]1N(C[C@@H](C1)S(=O)(=O)C)C(CNC(=O)C=1C=CC=2C(C3=CC=CC=C3C2C1)(F)F)=O